2,5-bis[(3,4,5-trimethylphenyl)methylidene]cyclopentanone CC=1C=C(C=C(C1C)C)C=C1C(C(CC1)=CC1=CC(=C(C(=C1)C)C)C)=O